7-Bromo-2H-benzo[b][1,4]oxazine-3(4H)-one BrC=1C=CC2=C(OCC(N2)=O)C1